5-((5-Chloro-2-(1H-pyrazol-1-yl)pyrimidin-4-yl)amino)-3-(3-hydroxy-3-methylbutyl)-1-methyl-1,3-dihydro-2H-benzo[d]imidazol-2-on ClC=1C(=NC(=NC1)N1N=CC=C1)NC1=CC2=C(N(C(N2CCC(C)(C)O)=O)C)C=C1